C1(CCCCC1)OC(C(=C)C#N)=O cyclohexyl-α-cyanoacrylate